tert-butyl (R)-9-(5-chloro-2-(((3S,4R)-3-hydroxytetrahydro-2H-pyran-4-yl) amino) pyrimidin-4-yl)-7-fluoro-1,2,4a,5-tetrahydrobenzo[b]pyrazino[1,2-d][1,4]oxazine-3(4H)-carboxylate ClC=1C(=NC(=NC1)N[C@H]1[C@@H](COCC1)O)C1=CC2=C(OC[C@@H]3N2CCN(C3)C(=O)OC(C)(C)C)C(=C1)F